(R)-1-(3-(benzyloxy)-2-bromo-4-methoxybenzyl)-7-((tert-butyldiphenylsilyl)oxy)-6-methoxy-1,2,3,4-tetrahydroisoquinoline C(C1=CC=CC=C1)OC=1C(=C(C[C@H]2NCCC3=CC(=C(C=C23)O[Si](C2=CC=CC=C2)(C2=CC=CC=C2)C(C)(C)C)OC)C=CC1OC)Br